CNC(C1=CC(=CC=C1)CN1C=NC2=CC(=CC=C2C1=O)C=1C=NNC1C(F)(F)F)=O N-Methyl-3-((4-oxo-7-(5-(trifluoromethyl)-1H-pyrazol-4-yl)quinazolin-3(4H)-yl)methyl)benzamide